7-(1-methyl-3-(trifluoromethyl)-1H-pyrazol-4-yl)-8,9,10,11-tetrahydro-3H-pyrazolo[4,3-a]phenanthridine CN1N=C(C(=C1)C1=NC2=CC=C3C(=C2C=2CCCCC12)C=NN3)C(F)(F)F